1,2,4-dithiazol S1SCN=C1